C1(CCC1)C1=NC=NC(=C1C1=NC=C2C(=N1)N(N=C2)[C@H](C)C2=CC=C(C=C2)C=2N(C=C(N2)C(F)(F)F)CC)OC (R)-6-(4-cyclobutyl-6-methoxypyrimidin-5-yl)-1-(1-(4-(1-ethyl-4-(trifluoromethyl)-1H-imidazol-2-yl)phenyl)ethyl)-1H-pyrazolo[3,4-d]pyrimidine